3-(2-chloro-4-fluorophenoxy)-N-(3-(S-methylsulfonimidoyl)phenyl)-6-methoxy-pyridazine-4-carboxamide ClC1=C(OC=2N=NC(=CC2C(=O)NC2=CC(=CC=C2)S(=O)(=N)C)OC)C=CC(=C1)F